Cl.ClC1=C(C=CC=C1C1=NC=C(C=C1)Cl)[C@@]1(CC(N(C(N1)=N)[C@@H]1C[C@H](S(CC1)(=O)=O)C)=O)C |o1:22,24| (6S)-6-[2-Chloro-3-(5-chloro-pyridin-2-yl)phenyl]-2-imino-6-methyl-3-[(2R*,4S*)-2-methyl-1,1-dioxothian-4-yl]hexahydro-pyrimidin-4-one hydrochloride